2-(4-(bromomethyl)phenyl)propionamide BrCC1=CC=C(C=C1)C(C(=O)N)C